(R)-methyl 2-amino-3-(3-fluoro-5-(1-propyl-1H-1,2,3-triazol-5-yl)benzamido)propanoate N[C@@H](C(=O)OC)CNC(C1=CC(=CC(=C1)C1=CN=NN1CCC)F)=O